4-ethynyl-2-methyltetrahydro-2H-pyran C(#C)C1CC(OCC1)C